(((6-(piperidin-4-yl)pyridin-2-yl)oxy)methyl)isoquinoline N1CCC(CC1)C1=CC=CC(=N1)OCC1=NC=CC2=CC=CC=C12